(5,6,7,8-tetrahydro-1,6-naphthyridin-3-yl)but-2-enamide hydrochloride Cl.N1=CC(=CC=2CNCCC12)C(C(=O)N)=CC